C1(=CC=CC=C1)C1(COCOC1)C(C1=CC=CC=C1)=O 5-phenyl-5-benzoyl-1,3-dioxane